BrC1=CC=CC=2C3C(OC21)CC(C3\C=C\[C@H]([C@H](CC#CC)C)O)O 5-bromo-1-((3S,4S,E)-3-hydroxy-4-methyloct-1-en-6-yn-1-yl)-2,3,3a,8b-tetrahydro-1H-cyclopenta[b]benzofuran-2-ol